4-fluoro-3-(trifluoromethyl)benzene-sulfonyl chloride FC1=C(C=C(C=C1)S(=O)(=O)Cl)C(F)(F)F